C(C)(=O)NC1CCN(CC1)C(=O)C1=NN(C=2CCC(CC12)(F)F)C[C@H]1C[C@H](OC2=NC=C(C=C2)Cl)CCO1 1-{3-[4-(acetylamino)piperidine-1-carbonyl]-5,5-difluoro-4,5,6,7-tetrahydro-1H-indazol-1-yl}-2,6-anhydro-4-O-(5-chloropyridin-2-yl)-1,3,5-trideoxy-D-erythro-hexitol